acrylic acid-chloride C(C=C)(=O)Cl